C(#N)C1(C[C@@H]2[C@@H](CN(C2)C(=O)OCC2=CC=CC=C2)C1)C benzyl (3aR,6aS)-5-cyano-5-methylhexahydrocyclopenta[C]pyrrole-2(1H)-carboxylate